NC1=NC(=C(C=C1C=1C=C2CCNC(C2=CC1)=O)C1=CC=C(C=C1)C1CNCCO1)F 6-(2-amino-6-fluoro-5-(4-(morpholin-2-yl)phenyl)pyridin-3-yl)-3,4-dihydroisoquinolin-1(2H)-one